(E)-3-(2-(3-(Benzyloxy)phenyl)-5-(pyrimidin-4-yl)phenyl)prop-2-enoic acid C(C1=CC=CC=C1)OC=1C=C(C=CC1)C1=C(C=C(C=C1)C1=NC=NC=C1)/C=C/C(=O)O